NC1=C(C(=C(C=C1Cl)Cl)F)C=1C(=CC2=C(N(C(N=C2)=O)C=2C(=NC=CC2S(=O)C)C(C)C)N1)Cl 7-(2-amino-3,5-dichloro-6-fluorophenyl)-6-chloro-1-(2-isopropyl-4-(methylsulfinyl)pyridin-3-yl)pyrido[2,3-d]pyrimidin-2(1H)-one